BrC1=CC(=C2C=CC=NC2=C1)C1(COC1)CC(C)(S(=O)N)C (3-(7-bromoquinolin-5-yl)oxetan-3-yl)-2-methylpropane-2-sulfinamide